BrC=1N=CSC1COC 4-bromo-5-(methoxymethyl)-1,3-thiazole